(S)-6-(1-benzyl-1H-pyrazole-4-carbonyl)-N8-((2S,3R)-3-(cyclohexylmethoxy)-1-(methylamino)-1-oxobutan-2-yl)-N2-isopropyl-N2-methyl-2,6-diazaspiro[3.4]octane-2,8-dicarboxamide C(C1=CC=CC=C1)N1N=CC(=C1)C(=O)N1CC2(CN(C2)C(=O)N(C)C(C)C)[C@@H](C1)C(=O)N[C@H](C(=O)NC)[C@@H](C)OCC1CCCCC1